ClC1=C2C3=C(N=CN=C3C(=C1C1=C(C=CC=C1F)O)F)N1[C@H](CO2)CN[C@@H](C1)C 2-[(8aS,11R)-6-Chloro-4-fluoro-11-methyl-8,8a,9,10,11,12-hexahydropyrazino[2',1':3,4][1,4]oxazepino[5,6,7-de]quinazolin-5-yl]-3-fluorophenol